C(C)(CC)C(C(=O)OC)(C(C(=O)OC)C(C)CC)C#N dimethyl 2,3-di-sec-butyl-2-cyanosuccinate